OC1CCN(CC1)C1=NC(=CC(=N1)N1CC2(C=3C=NC(=CC31)NC(C)=O)CC2)C N-(1'-(2-(4-hydroxypiperidin-1-yl)-6-methylpyrimidin-4-yl)-1',2'-dihydrospiro[cyclopropane-1,3'-pyrrolo[3,2-c]pyridin]-6'-yl)acetamide